FC(C=1C=C(C=C(C1)C(F)(F)F)[C@@H](C)O)(F)F (R)-1-[3,5-bis(trifluoromethyl)phenyl]ethanol